2-(6-(3-(trifluoromethyl)-5,6-dihydro-[1,2,4]triazolo[4,3-a]pyrazin-7(8H)-yl)pyridin-3-yl)isoquinolin-1-amine FC(C1=NN=C2N1CCN(C2)C2=CC=C(C=N2)N2C(C1=CC=CC=C1C=C2)N)(F)F